C(C=C)(=O)OC=1C=C2C=CC=NC2=CC1 quinolin-6-yl acrylate